(tert-butyloxycarbonyl)histidine C(C)(C)(C)OC(=O)N[C@@H](CC1=CNC=N1)C(=O)O